NC1=NC=C(C2=C1C(=C(N2C)C2=C(C=C(C=C2)NC(=O)C(=C)C)C)C2=CC(=C(C(=O)NCC(F)(F)F)C=C2)OC)C#CC(C)(C)O 4-[4-amino-7-(3-hydroxy-3-methylbut-1-ynyl)-1-methyl-2-{2-methyl-4-[(2-methylacrylamino)]phenyl}pyrrolo[3,2-c]pyridin-3-yl]-2-methoxy-N-(2,2,2-trifluoroethyl)benzamide